CC1(OB(OC1(C)C)C=1C=C(C=C2C=CC=NC12)O)C 8-(4,4,5,5-tetramethyl-1,3,2-dioxaborolan-2-yl)quinolin-6-ol